1,2-Dipentadecanoyl-sn-glycero-3-phosphoethanolamine C(CCCCCCCCCCCCCC)(=O)OC[C@@H](OC(CCCCCCCCCCCCCC)=O)COP(=O)(O)OCCN